C(C)C=1N=C2N(C=C(C=C2)C2CCN(CC2)CC(=O)N(C)CCO)C1N(C)C=1SC=C(N1)C1=CC=C(C=C1)F 2-(4-(2-ethyl-3-((4-(4-fluorophenyl)thiazol-2-yl)(methyl)amino)imidazo[1,2-a]pyridin-6-yl)piperidin-1-yl)-N-(2-hydroxyethyl)-N-methylacetamide